N1C=CC(=C1)C(=O)O 1H-pyrrole-4-Formic acid